C(#N)C1=NC(=NC=C1)N1C(CCC1=O)C(=O)NC1=CC(=CC=C1)S(=O)(=O)C 1-(4-cyanopyrimidin-2-yl)-N-(3-(methylsulfonyl)phenyl)-5-oxopyrrolidine-2-carboxamide